N[C@H](C(=O)N[C@@H](CCNC(OC(C)(C)C)=O)C1=NC(=NO1)CC1=CC=CC=C1)CC1=C(C=C(C=C1C)O)C tert-butyl ((S)-3-((S)-2-amino-3-(4-hydroxy-2,6-dimethylphenyl)propanamido)-3-(3-benzyl-1,2,4-oxadiazol-5-yl)propyl)carbamate